O1C(=NC=C1)COC1=CC=C(C=N1)CC1=NOC(=C1)C=1C(=NC=CC1)N 3-(3-((6-(oxazol-2-ylmethoxy)pyridin-3-yl)methyl)isoxazol-5-yl)pyridin-2-amine